3-isobutyl-2-methoxypyrazine C(C(C)C)C=1C(=NC=CN1)OC